1-(2-(2-(2,6-dimethylpyridin-4-yl)-3-isopropyl-1H-indol-5-yl)-4,7-dihydrothieno[2,3-c]pyridin-6(5H)-yl)-2-(methylamino)ethan-1-one CC1=NC(=CC(=C1)C=1NC2=CC=C(C=C2C1C(C)C)C1=CC2=C(CN(CC2)C(CNC)=O)S1)C